CC=1C(=NC(=NC1)NC1=CC=C(C=C1)N1CCN(CC1)C)NC1=CC(=C(C=C1)C)NS(=O)(=O)C(C)(C)C 5-Methyl-N4-(4-methyl-[3-(1,1-dimethylethylsulfonamido)]phenyl)-N2-[4-(4-methylpiperazin-1-yl)phenyl]pyrimidine-2,4-diamine